C(C)(C)(C)OC(=O)N[C@H]1COCC[C@H]1NC1=C(C2=C(C(=N1)C=1C=NN(C1)C(F)F)C(N(C2)C(=O)OC(C)(C)C)=O)F tert-Butyl 6-((3R,4R)-3-(tert-butoxycarbonylamino)tetrahydro-2H-pyran-4-ylamino)-4-(1-(difluoromethyl)-1H-pyrazol-4-yl)-7-fluoro-3-oxo-1H-pyrrolo[3,4-c]pyridine-2(3H)-carboxylate